4,5-dihydroxy-hexanoate OC(CCC(=O)[O-])C(C)O